C1(CCCCC1)S(=O)(=O)OOC(C)=O acetyl cyclohexane-sulfonyl peroxide